FC1=CC=C(C=C1)C1=NN(C(C1C=1SC=CC1)(C(=O)[O-])C)C1=CC=CC=C1 3-(4-fluorophenyl)-5-methyl-1-phenyl-4-(thiophen-2-yl)-4,5-dihydro-1H-pyrazole-5-carboxylate